CN1C(CCC1C=C)=O 1-methyl-5-vinyl-2-pyrrolidone